6-[[(S)-1-[3-[(2,2-difluoro-1,3-benzodioxol-5-yl)-methyl-carbamoyl]phenyl]-3-(trifluoromethyl)-4,5,6,7-tetrahydroindazol-7-yl]oxy]pyridine-3-carboxylic acid FC1(OC2=C(O1)C=CC(=C2)N(C(=O)C=2C=C(C=CC2)N2N=C(C=1CCC[C@@H](C21)OC2=CC=C(C=N2)C(=O)O)C(F)(F)F)C)F